1-(3-(7-([1,2,4]triazolo[1,5-a]pyridin-6-yl)-3-(4-(trifluoromethyl)phenyl)-1H-pyrazolo[4,3-b]pyridin-1-yl)azetidin-1-yl)-2-fluoroprop-2-en-1-one N=1C=NN2C1C=CC(=C2)C2=C1C(=NC=C2)C(=NN1C1CN(C1)C(C(=C)F)=O)C1=CC=C(C=C1)C(F)(F)F